5-(2,6-difluoro-phenyl)-isoxazole FC1=C(C(=CC=C1)F)C1=CC=NO1